C(C)(C)(C)[Si](OC1CC(=O)OC(C1)=O)(C)C 3-(tert-butyl-dimethyl-siloxy)glutaric anhydride